7,13,14-trimethyl-3,6,10,15,18-pentaoxo-1,4,7,11,14-pentaazacyclooctadecan CN1C(CNC(CNC(CCC(N(C(CNC(CC1)=O)C)C)=O)=O)=O)=O